C1(=CC=CC=C1)COC=1C(=NC=C(N1)Br)N (Phenylmethoxy)-5-bromopyrazine-2-amine